cyclopentyl N-(propan-2-yl)carbamate CC(C)NC(OC1CCCC1)=O